OC=1C=C(C(=O)OCCC(C)O)C=C(C1O)O 3-hydroxybutyl 3,4,5-trihydroxybenzoate